anilino-1,3-dihydroimidazole N(C1=CC=CC=C1)N1CNC=C1